C(#N)C1=CC=C(C=C1)S(=O)(=O)N1CCC2(CC(CO2)NC[C@@H](COC=2C=C(C=CC2)S(=O)(=O)NC)O)CC1 3-((2S)-3-(8-(4-cyanophenylsulfonyl)-1-oxa-8-azaspiro[4.5]dec-3-ylamino)-2-hydroxypropoxy)-N-methylbenzenesulfonamide